7-((6-(azetidin-3-yl)pyridin-2-yl)amino)-4-(1-methyl-1H-pyrrolo[2,3-b]pyridin-4-yl)2,3-dihydro-1H-pyrrolo[3,4-c]pyridin-1-one N1CC(C1)C1=CC=CC(=N1)NC=1C2=C(C(=NC1)C1=C3C(=NC=C1)N(C=C3)C)CNC2=O